3-Cyclopropyl-2-fluorobenzonitrile C1(CC1)C=1C(=C(C#N)C=CC1)F